FC1=CC2=C(C=3NC4=C(C=C(C=C4C3C(C2)CCC(=O)O)F)F)C=C1 3-{3,8,10-trifluoro-5H,6H,11H-benzo[a]carbazol-6-yl}propanoic acid